2-(3,5-bis(trifluoromethyl)phenoxy)-N-((2-fluorophenyl)carbamoyl)acetamide sodium 2,4,6-triethylbenzenesulfinate C(C)C1=C(C(=CC(=C1)CC)CC)S(=O)[O-].[Na+].FC(C=1C=C(OCC(=O)NC(NC2=C(C=CC=C2)F)=O)C=C(C1)C(F)(F)F)(F)F